silver-sulfide [S-2].[Ag+].[Ag+]